N-methylaminooxypropylamine CNONCCC